2-(4-(tert-butyl)-2-cyclopropylphenyl)-7-chloro-8-hydroxy-3-(oxazol-5-ylmethyl)benzo[4,5]thieno[2,3-d]pyrimidin-4(3H)-one C(C)(C)(C)C1=CC(=C(C=C1)C=1N(C(C2=C(N1)SC1=C2C=CC(=C1O)Cl)=O)CC1=CN=CO1)C1CC1